6'-(((1S,3S)-3-((6-Methylbenzo[d]thiazol-2-yl)amino)cyclopentyl)amino)-2H-[1,3'-bipyridin]-2-one CC1=CC2=C(N=C(S2)N[C@@H]2C[C@H](CC2)NC2=CC=C(C=N2)N2C(C=CC=C2)=O)C=C1